2-(5-Fluoropyridin-3-yl)-N-[2-(6-methoxy-1H-indol-3-yl)ethyl]-5H,6H,7H,8H-pyrido[3,4-d]pyrimidin-4-amine FC=1C=C(C=NC1)C=1N=C(C2=C(N1)CNCC2)NCCC2=CNC1=CC(=CC=C21)OC